C1(=CC=CC=C1)NN1C(COCC1)=O phenylaminomorpholinone